methyl 1-allyl-4-chloro-2-(4-methoxybenzyl)-3-oxoisoindoline-1-carboxylate C(C=C)C1(N(C(C2=C(C=CC=C12)Cl)=O)CC1=CC=C(C=C1)OC)C(=O)OC